samarium isopropoxide CC([O-])C.[Sm+3].CC([O-])C.CC([O-])C